[PH4+].FC(S(=O)(=O)[O-])(F)F trifluoromethanesulfonic acid phosphonium salt